O1C=CC2=C1C=CC(=C2)C=2C=C1CCN=CC1=CC2 6-(benzofuran-5-yl)-3,4-dihydroisoquinoline